C(=O)O.C12CN(CC(CC1)N2)C=2C=1N(C=C(C2)S(=O)(=O)NC2(CC2)C)C(=NC1)C=1SC(=NN1)C(F)F 8-(3,8-diazabicyclo[3.2.1]octan-3-yl)-3-(5-(difluoromethyl)-1,3,4-thiadiazol-2-yl)-N-(1-methylcyclopropyl)imidazo[1,5-a]pyridine-6-sulfonamide formate